1-methoxy-2,4-dimethyl-2-phenyl-1H-imidazole-5-carboxylic acid ethyl ester C(C)OC(=O)C1=C(NC(N1OC)(C1=CC=CC=C1)C)C